([[(7-chloro-1-[[2-(trimethylsilyl)ethoxy]methyl]indazol-4-yl)methoxy]methanethioyl]amino)amine ClC=1C=CC(=C2C=NN(C12)COCC[Si](C)(C)C)COC(=S)NN